Cl.CN1N=C2C(=CC(=CC2=C1)C=1N=CC2=C(N1)SC(=N2)N(C2CCNCC2)C)C#N 2-methyl-5-{2-[methyl-(piperidin-4-yl)amino][1,3]thiazolo[5,4-d]pyrimidin-5-yl}-2H-indazole-7-carbonitrile hydrochloride